ethyl 1-(6-azidohexyl)-4-(4-{3-[(tert-butoxycarbonyl) amino]propanamido}-1-methylimidazole-2-amido)pyrrole-2-carboxylate N(=[N+]=[N-])CCCCCCN1C(=CC(=C1)NC(=O)C=1N(C=C(N1)NC(CCNC(=O)OC(C)(C)C)=O)C)C(=O)OCC